6-((1S,4S)-2,5-Diazabicyclo[2.2.1]heptan-2-yl)-N-(5-(difluoromethoxy)-3-fluoropyridin-2-yl)pyrido[3,2-d]pyrimidin-4-amine [C@@H]12N(C[C@@H](NC1)C2)C=2C=CC=1N=CN=C(C1N2)NC2=NC=C(C=C2F)OC(F)F